CC(C)C1=NOC(=N1)[C@H]1[C@@H](C1)C1=CC=C(C=C1)S(=O)(=O)N 4-{(1R,2R)-2-[3-(propan-2-yl)-1,2,4-oxadiazol-5-yl]cyclopropyl}benzenesulfonamide